CN(C)CC1(CC12CCC2)COC=2N=C(C1=C(N2)C(=C(N=C1)C1=CC(=CC2=CC=C(C(=C12)CC)F)OCOC)F)N1C[C@@](CCC1)(O)C (3R)-1-[2-[[2-[(dimethylamino)methyl]spiro[2.3]hex-2-yl]methoxy]-7-[8-ethyl-7-fluoro-3-(methoxymethoxy)-1-naphthalenyl]-8-fluoro-pyrido[4,3-d]pyrimidin-4-yl]-3-methyl-piperidin-3-ol